N-ethyl-7-azabicyclo[2.2.1]heptane C(C)N1C2CCC1CC2